O1CCN(CC1)C1=CCCCC1 morpholinocyclohexen